1-(2-hydroxy-ethylamino)-propane-2-ol OCCNCC(C)O